ClC=1C(=CC(=C(CN[C@@H](CO)C(=O)O)C1)OCC=1C=NC=C(C1)C#N)CN1N=CC2=C(C=CC=C12)C1=C(C(=CC=C1)CN1CCC2(CC1)CCN(CC2)C)Cl (5-chloro-4-((4-(2-chloro-3-((9-methyl-3,9-diazaspiro[5.5]undecan-3-yl)methyl)phenyl)-1H-indazol-1-yl)methyl)-2-((5-cyanopyridin-3-yl)methoxy)benzyl)-L-serine